BrC1=CC2=C(C=C(S2)C=2OC3=C(N2)C=CC=C3)C=C1 2-(6-bromobenzothiophene-2-yl)benzoxazole